4,4'-divinylazobenzene C(=C)C1=CC=C(C=C1)N=NC1=CC=C(C=C1)C=C